C(C1=CC=CC=C1)OCC1=CC=C(C=C1)NC(C1=CC(=C(C=C1)F)C1=NC(=C(N=C1)C)NS(=O)(=O)C)=O N-(4-((benzyloxy)methyl)phenyl)-4-fluoro-3-(5-methyl-6-(methylsulfonamido)-pyrazin-2-yl)benzamide